CN(C1=CC=C(C=C1)N1C(N2N(C(=CC=C2C2=CC=CC=C2)C2=CC=CC=C2)C1=O)=O)C cis-2-(4-dimethylaminophenyl)-5,8-diphenyl-1H-[1,2,4]triazolo[1,2-a]pyridazine-1,3(2H)-Dione